(R)-3-amino-4-(2-fluorophenyl)-butyric acid N[C@@H](CC(=O)O)CC1=C(C=CC=C1)F